2-(1-(tert-butoxycarbonyl)-4-(trifluoromethyl)piperidine-4-carboxamido)-9-(5,6,7,8-tetrahydro-1,8-naphthyridin-2-yl)nonanoic acid C(C)(C)(C)OC(=O)N1CCC(CC1)(C(=O)NC(C(=O)O)CCCCCCCC1=NC=2NCCCC2C=C1)C(F)(F)F